FC(C1=NC=CC(=C1)N1CC(C1)CC(=O)N1CC2=NC(=CC(=C2C1)C)C)F 2-{1-[2-(difluoromethyl)pyridin-4-yl]azetidin-3-yl}-1-(2,4-dimethyl-5,7-dihydro-6H-pyrrolo[3,4-b]pyridin-6-yl)ethanone